C(C)(C)(C)OC(=O)NCCOCCOCCOCCOCCOCCOCCOCCNC(=O)C=1C=C(OC2=CC=C(C=N2)C(=O)OC)C=CC1 methyl 6-[3-[2-[2-[2-[2-[2-[2-[2-[2-(tert-butoxycarbonylamino)ethoxy]ethoxy]ethoxy]ethoxy]ethoxy]ethoxy]ethoxy]ethylcarbamoyl]phenoxy]pyridine-3-carboxylate